2-methyl-2-(methylsulfonyl)-4-(2-oxo-4-(4-(1-(pyridin-3-ylmethyl)-1H-1,2,3-triazol-4-yl)phenyl)pyridin-1(2H)-yl)-N-((tetrahydro-2H-pyran-2-yl)oxy)butanamide CC(C(=O)NOC1OCCCC1)(CCN1C(C=C(C=C1)C1=CC=C(C=C1)C=1N=NN(C1)CC=1C=NC=CC1)=O)S(=O)(=O)C